O1CCCC=2C(=CC=CC12)N chroman-5-amine